BrC=1C=CC(=NC1F)N(C)C 5-bromo-6-fluoro-N,N-dimethyl-pyridin-2-amine